O=S1(N(CC(N1)=O)C1=C(C=C(C=C1O)NS(N(C1=CC=CC=C1)C)(=O)=O)F)=O N'-[4-(1,1-dioxido-4-oxo-1,2,5-thiadiazolidin-2-yl)-3-fluoro-5-hydroxyphenyl]-N-methyl-N-phenylsulfuric diamide